[1,3]thiazine-6(4H)-carboxylate S1C=NCC=C1C(=O)[O-]